C1(CC1)CCN(C1=C2CN(C(C2=CC=C1)=O)N1C(CCCC1=O)=O)C1CCC(CC1)N1CC(C1)C(F)(F)F 4-[(2-cyclopropylethyl)[(1s,4s)-4-[3-(trifluoromethyl)azetidin-1-yl]cyclohexyl]amino]-1-oxo-3H-isoindol-2-ylpiperidine-2,6-dione